6-amino-8-chloro-2H-benzo[b][1,4]oxazin-3(4H)-one NC1=CC2=C(OCC(N2)=O)C(=C1)Cl